N1=C(C=CC=C1)CN(S(=O)(=O)C)CC1=CC=C(C=C1)C=1OC(=NN1)C(F)(F)F N-(pyridin-2-ylmethyl)-N-(4-(5-(trifluoromethyl)-1,3,4-oxadiazol-2-yl)benzyl)methanesulfonamide